C(C)N(CC)CC(CO)O 3-(N,N-diethylamino)-1,2-propanediol